C1(CC1)C1=NC(=C(C(=N1)C)C#N)NC1CCCC2=C1N=C(S2)C 2-cyclopropyl-4-methyl-6-((2-methyl-4,5,6,7-tetrahydrobenzo[d]thiazol-4-yl)amino)pyrimidine-5-carbonitrile